6'-(((1S,3S)-3-Aminocyclopentyl)amino)-5-((methylthio)methyl)-2H-[1,3'-bipyridin]-2-one Sodium thiomethoxide C[S-].[Na+].N[C@@H]1C[C@H](CC1)NC1=CC=C(C=N1)N1C(C=CC(=C1)CSC)=O